(R)-4-((1-(3-(difluoromethyl)-2-fluorophenyl)ethyl)amino)-6-(1-(fluoromethyl)cyclopropyl)-8-(methoxy-d3)-2-methylpyrido[4,3-d]pyrimidine-7(6H)-one FC(C=1C(=C(C=CC1)[C@@H](C)NC=1C=2C(N=C(N1)C)=C(C(N(C2)C2(CC2)CF)=O)OC([2H])([2H])[2H])F)F